FC1=C(C#N)C(=CC=C1)CN1CC(C1)C 2-fluoro-6-((3-methylazetidin-1-yl)methyl)benzonitrile